1-(4-bromophenyl)-3-(4-fluorophenyl)-1H-pyridine BrC1=CC=C(C=C1)N1CC(=CC=C1)C1=CC=C(C=C1)F